C[Si](C1C=CCC=C1)(C)C 1-Trimethylsilylcyclohexa-2,5-dien